[NH4+].CC(C)(C)[O-] t-butoxide ammonium